(4-(4-((S)-6-((tert-butyldimethylsilyl)oxy)-6-methyl-1,4-oxazepan-4-yl)-6-cyano-2,8-difluoroquinazolin-7-yl)-5-fluorobenzo[b]thiophen-2-yl)carbamic acid tert-butyl ester C(C)(C)(C)OC(NC1=CC2=C(S1)C=CC(=C2C2=C(C=C1C(=NC(=NC1=C2F)F)N2CCOC[C@@](C2)(C)O[Si](C)(C)C(C)(C)C)C#N)F)=O